C(C)(C)(C)OC(=O)N1CCN(CC1)C=1C(=NC(=CC1)C(NC)=O)C 4-[2-methyl-6-(methylcarbamoyl)pyridin-3-yl]piperazine-1-carboxylic acid tert-butyl ester